C(=O)(O)C=1C=C(C=C(C1)C(=O)O)C#CC1=CC(=CC=C1)C#CC1=CC(=CC(=C1)C(=O)O)C(=O)O 1,3-bis(3,5-dicarboxylphenylethynyl)benzene